(2S)-2-[9H-fluoren-9-ylmethoxycarbonyl(propyl)amino]propanoic acid C1=CC=CC=2C3=CC=CC=C3C(C12)COC(=O)N([C@H](C(=O)O)C)CCC